C(C1=CC=CC=C1)OC(=O)NC(CCC(=O)O)(C)C 4-(((benzyloxy)carbonyl)amino)-4-methylpentanoic acid